2,6-difluoro-N-(4-methylpiperidin-4-yl)benzenamide FC1=C(C(=CC=C1)F)C(=O)NC1(CCNCC1)C